4-(2-Acryloyl-1-methyl-1,2,3,4-tetrahydroisoquinolin-5-yl)-3-chloro-5-fluoro-2-methyl-1H-indole-7-carboxamide C(C=C)(=O)N1C(C2=CC=CC(=C2CC1)C1=C2C(=C(NC2=C(C=C1F)C(=O)N)C)Cl)C